FC(C1=NN(C=C1C1=NC2=CC=CC=C2N=C1)[C@@H]1C[C@H](C1)CO)F (trans-3-(3-(difluoromethyl)-4-(quinoxalin-2-yl)-1H-pyrazol-1-yl)cyclobutyl)methanol